2-(2-cyclopropyl-3-pyridyl)-7-[[4-[1-methyl-4-(trifluoromethyl)imidazol-2-yl]phenyl]methyl]-5H-pyrrolo[3,2-d]pyrimidine C1(CC1)C1=NC=CC=C1C=1N=CC2=C(N1)C(=CN2)CC2=CC=C(C=C2)C=2N(C=C(N2)C(F)(F)F)C